CC1=CC(=O)N(C(=C1)C2CCCCC2)[O-].C(CO)[NH3+] The molecule is the ethanolamine salt of ciclopirox. A broad spectrum antigfungal agent, it also exhibits antibacterial activity against many Gram-positive and Gram-negative bacteria, and has anti-inflammatory properties. It is used a a topical treatment of fungal skin and nail infections. It has a role as an antibacterial agent and an antiseborrheic. It is an organoammonium salt and a hydroxypyridone antifungal drug. It contains a ciclopirox and an ethanolaminium(1+).